COCC(C1=CC=CC=C1)NC=1C2=C(N=CN1)C=CC(=N2)N([C@@H]2CNCC2)C N4-(2-methoxy-1-phenyl-ethyl)-N6-methyl-N6-[(3S)-pyrrolidin-3-yl]pyrido[3,2-d]pyrimidine-4,6-diamine